(S)-7-Amino-3-(1-(but-2-ynoyl)piperidin-3-yl)-1-(4-phenoxyphenyl)-1,5-dihydro-4H-pyrazolo[3,4-d]pyridazin-4-on NC1=NNC(C2=C1N(N=C2[C@@H]2CN(CCC2)C(C#CC)=O)C2=CC=C(C=C2)OC2=CC=CC=C2)=O